[(2S,3S)-4-benzyl-3-methylmorpholin-2-yl]methanol C(C1=CC=CC=C1)N1[C@H]([C@H](OCC1)CO)C